C(C=1C(O)=CC=CC1)#N.[Na] Sodium salicylonitrile